3-(3-Hydroxyphenyl)-4-methyl-2-{4-[(E)-3-((R)-3-methylpyrrolidin-1-yl)propenyl]phenyl}-2H-chromen-6-ol OC=1C=C(C=CC1)C=1C(OC2=CC=C(C=C2C1C)O)C1=CC=C(C=C1)\C=C\CN1C[C@@H](CC1)C